N-(2-oxo-3-(phenyl-((4-(piperidin-1-ylmethyl)phenyl)amino)methylene)indolin-5-yl)cyclohexylamide O=C1NC2=CC=C(C=C2C1=C(NC1=CC=C(C=C1)CN1CCCCC1)C1=CC=CC=C1)[N-]C1CCCCC1